FC=1C(=NC=CN1)CN1C(C(=C(C=2C1=NC=CN2)C)C2CCNCC2)=O 5-((3-fluoropyrazin-2-yl)methyl)-8-methyl-7-(piperidin-4-yl)pyrido[2,3-b]pyrazin-6(5H)-one